ClC1=CC=C(C=C1)C1=CC(=NC(=N1)C=1C=NC=CC1)NC1CN(CCC1)C 6-(4-chlorophenyl)-N-(1-methylpiperidin-3-yl)-2-(pyridin-3-yl)pyrimidin-4-amine